methyl (2E)-3-{2-[4,6-bis(trifluoromethyl)-1,3,5-triazin-2-yl]-6-chloro-2,3,4,9-tetrahydro-1H-pyrido[3,4-b]indol-1-yl}-2-methylprop-2-enoate FC(C1=NC(=NC(=N1)C(F)(F)F)N1C(C=2NC3=CC=C(C=C3C2CC1)Cl)/C=C(/C(=O)OC)\C)(F)F